(2R,3'R)-4,4-Difluoro-N-(3-(2-((3-methoxy-1-methyl-1H-pyrazol-4-yl)amino)pyrimidine-4-yl)-1H-indol-7-yl)-1'-methyl-[1,3'-bipyrrolidine]-2-carboxamide FC1(C[C@@H](N(C1)[C@H]1CN(CC1)C)C(=O)NC=1C=CC=C2C(=CNC12)C1=NC(=NC=C1)NC=1C(=NN(C1)C)OC)F